O=C1C2=C(N=C(N1)C1(CC1)C=1SC=C(C1)C(=C)C)CCN(C2)C(=O)OC(C)(C)C tert-butyl 4-oxo-2-(1-(4-(prop-1-en-2-yl)thiophen-2-yl)cyclopropyl)-3,5,7,8-tetrahydropyrido[4,3-d]pyrimidine-6(4H)-carboxylate